(12aR)-9-bromo-10-methyl-8-[(trimethylsilyl)ethynyl]-3,4,12,12a-tetrahydro-6H-pyrazino[2,1-c][1,4]benzooxazepine-2(1H)-carboxylic acid tert-butyl ester C(C)(C)(C)OC(=O)N1C[C@@H]2COC3=C(CN2CC1)C=C(C(=C3C)Br)C#C[Si](C)(C)C